5-chloro-N-[(1S)-3-(cyclopropylamino)-1-[[(3S,5R)-5-methyl-2-oxo-pyrrolidin-3-yl]methyl]-2,3-dioxo-propyl]-2-[(3-fluorobenzoyl)amino]pyridine-3-carboxamide ClC=1C=C(C(=NC1)NC(C1=CC(=CC=C1)F)=O)C(=O)N[C@H](C(C(=O)NC1CC1)=O)C[C@H]1C(N[C@@H](C1)C)=O